3-Cyclopentyl-1-[9-ethyl-6-(2-methylbenzoyl)-9H-carbazol-3-yl]propanone-1-(O-acetyloxime) C(C)(=O)ON=C(C1=C(C=CC=C1)C)C=1C=C2C=3C=C(C=CC3N(C2=CC1)CC)CC(CC1CCCC1)=O